Mono-Thiole S1C=CC=C1